BrC=1C2=C(C(=NC1)Cl)C(N(C2C2=C(C=CC(=C2)F)Cl)CC2=CC=C(C=C2)OC)=O 7-bromo-4-chloro-1-(2-chloro-5-fluorophenyl)-2-[(4-methoxyphenyl)methyl]-2,3-dihydro-1H-pyrrolo[4,3-c]pyridin-3-one